3-Cyano-2-(hydroxymethyl)-N-[cis-3-(trifluoromethoxy)cyclobutyl]pyrazolo[1,5-a]pyrimidine-7-carboxamide C(#N)C=1C(=NN2C1N=CC=C2C(=O)N[C@@H]2C[C@@H](C2)OC(F)(F)F)CO